CN1CC(CC(C1)OC)C 1,3-dimethyl-5-methoxypiperidine